COC=1C=C(C=NC1)C(=O)N1CCN(CC1)C1C=2C=CC=CC2CCC=2C=CC=CC12 (5-methoxy-3-pyridyl)-[4-(2-tricyclo[9.4.0.03,8]pentadeca-1(11),3(8),4,6,12,14-hexaenyl)piperazin-1-yl]methanone